seleno peroxide [Se]1OO1